6-hydroxy-9-(2-carboxyphenyl)-(3H)-xanthen-3-one OC=1C=C2OC3=CC(C=CC3=C(C2=CC1)C1=C(C=CC=C1)C(=O)O)=O